Methyl 2-Fluoro-4-((1-methoxy-2-methyl-1-oxopropan-2-yl)amino)benzoate FC1=C(C(=O)OC)C=CC(=C1)NC(C(=O)OC)(C)C